(E)-dec-6-enal C(CCCC\C=C\CCC)=O